The molecule is an N-glycosyl compound consisting of a heteropolycyclic ring system with a glucosyl group attached to one of the indolic nitrogens. It is a N-glycosyl compound, an indolocarbazole, an organochlorine compound and an organic heterohexacyclic compound. CO[C@@H]1[C@H](O[C@H]([C@@H]([C@H]1O)O)N2C3=C(C=CC=C3Cl)C4=C5C(=C6C7=C(C(=CC=C7)Cl)NC6=C42)C(=O)NC5=O)CO